C(C1=CC=CC=C1)N(S(=O)(=O)C1=CC=C(C=C1)OCC)C1=C(C=C(C(=C1)OC)Cl)OC N-benzyl-N-(4-chloro-2,5-dimethoxyphenyl)-4-ethoxybenzenesulfonamide